ClCC1=CC(=NC(=C1)F)NC1C(NC(CC1)=O)=O 3-((4-(Chloromethyl)-6-fluoropyridin-2-yl)amino)piperidine-2,6-dione